NC1=CC=C(C=C1)OC(=O)CCCCCCCCCC(=O)OC1=CC=C(C=C1)N nonane-1,9-dicarboxylic acid di(4-aminophenyl) ester